C1C=CC2=CC=CC=C12 Z-indene